N1N=CC(=C1)OB(O)O 4-pyrazolyl-boric acid